2-(4-bromo-2,2,5,6-tetrafluorophenyl)pyridine BrC1=CC(C(C(=C1F)F)C1=NC=CC=C1)(F)F